N(=[N+]=[N-])N[C@@H](CCC(=O)O)C(=O)O Azido-glutamic acid